C(=O)(O)CC1C2CCC(C1)C2 5-endo-carboxymethylbicyclo[2.2.1]-heptane